N1N=CC(=C1)CCNC1=NC(=NC(=C1C)C)C(=O)NC1=CC=CC=C1 4-((2-(1H-pyrazol-4-yl)ethyl)amino)-5,6-dimethyl-N-phenylpyrimidine-2-carboxamide